(R)-1-(2-methoxyphenyl)-2-(phenylseleno)ethane-1-ol COC1=C(C=CC=C1)[C@H](C[Se]C1=CC=CC=C1)O